(2S,2'S)-4,4'-(methylenebis(oxy))bis(2-amino-4-oxobutanoic acid) hydrochloride Cl.C(OC(C[C@@H](C(=O)O)N)=O)OC(C[C@@H](C(=O)O)N)=O